tert-Butyl (3-cyanobicyclo[1.1.1]pentan-1-yl)carbamate C(#N)C12CC(C1)(C2)NC(OC(C)(C)C)=O